C(#N)CC1(CCC1)N1C=C(C=2C1=NC=C(C2)C=2C(=NOC2C)C)C2=C(C=C(C(=O)OC)C=C2)OC(F)(F)F methyl 4-(1-(1-(cyanomethyl)cyclobutyl)-5-(3,5-dimethylisoxazol-4-yl)-1H-pyrrolo[2,3-b]pyridin-3-yl)-3-(trifluoromethoxy)benzoate